NC1=CC=C(C=C1)C#N 4-aminobenzenenitrile